[Si](C)(C)(C(C)(C)C)OC1=C(N)C=CC=C1 2-((tert-butyldimethylsilyl)oxy)aniline